5,10-bis[4-(3-hydroxypropyldimethylammonio)butyl]5,10-dihydrophenazine OCCC[N+](CCCCN1C=2C=CC=CC2N(C2=CC=CC=C12)CCCC[N+](C)(C)CCCO)(C)C